7-[2-(1,3-oxazol-5-yl)-5-[4-(trifluoromethyl)phenyl]-1,3-oxazol-4-yl]-7,8-dihydro-1,7-naphthyridin-8-one O1C=NC=C1C=1OC(=C(N1)N1C=CC=2C=CC=NC2C1=O)C1=CC=C(C=C1)C(F)(F)F